P(=O)(O)(O)O.O=C[C@H](O)[C@@H](O)[C@H](O)[C@H](O)CO glucose e-phosphate